methyl (E)-8-[4-[bis(tert-butoxycarbonyl)amino]-3-bromo-1-[(3R)-3-(tert-butoxycarbonyl-amino)butyl]pyrazolo[4,3-c]pyridin-7-yl]oct-7-enoate C(C)(C)(C)OC(=O)N(C1=NC=C(C2=C1C(=NN2CC[C@@H](C)NC(=O)OC(C)(C)C)Br)/C=C/CCCCCC(=O)OC)C(=O)OC(C)(C)C